NC1=NC2=C(N1C)C(=CC(=C2)NCC=2N=NN(C2C(F)F)C)C#N 2-amino-5-(((5-(difluoromethyl)-1-methyl-1H-1,2,3-triazol-4-yl)methyl)amino)-1-methyl-1H-benzo[d]imidazole-7-carbonitrile